C(#N)C[C@H]1N(CCNC1)C(=O)OCC1=CC=CC=C1 (R)-benzyl 2-(cyanomethyl)piperazine-1-carboxylate